propenylanisole C(=CC)C1=C(C=CC=C1)OC